3-((S)-1-(((R)-tert-butylsulfinyl)imino)-1,3-dihydrospiro[inden-2,4'-piperidin]-1'-yl)-6-(2,3-dichlorophenyl)-5-methylpyrazine-2-carboxamide C(C)(C)(C)[S@@](=O)N=C1C2=CC=CC=C2CC12CCN(CC2)C=2C(=NC(=C(N2)C)C2=C(C(=CC=C2)Cl)Cl)C(=O)N